diethyl-1,4-dibenzyl-piperazine C(C)C1(N(CCN(C1)CC1=CC=CC=C1)CC1=CC=CC=C1)CC